1-(6-(7-chloro-8-(1,6-dimethyl-1H-indazol-7-yl)-3,4-dihydro-2H-chromen-6-yl)-2,6-diazaspiro[3.4]octan-2-yl)-2-propen-1-one ClC1=C(C=C2CCCOC2=C1C=1C(=CC=C2C=NN(C12)C)C)N1CC2(CN(C2)C(C=C)=O)CC1